(1R,2S,4S)-7-oxa-bicyclo[2.2.1]heptane-2-carboxylic acid (R)-1-phenylethyl ester C1(=CC=CC=C1)[C@@H](C)OC(=O)[C@@H]1[C@H]2CC[C@@H](C1)O2